3,3'-dimethyl-1H,1'H-2,2'-biindole CC1=C(NC2=CC=CC=C12)C=1NC2=CC=CC=C2C1C